3-(5-(methyl-((1r,6s)-6-(methylamino)cyclohex-3-en-1-yl)amino)-1-oxoisoindolin-2-yl)piperidine-2,6-dione CN(C=1C=C2CN(C(C2=CC1)=O)C1C(NC(CC1)=O)=O)[C@@H]1CC=CC[C@@H]1NC